5-bromomethyl-2,3-pyridinedicarboxylic acid dimethyl ester COC(=O)C1=NC=C(C=C1C(=O)OC)CBr